dihydroxy-9,9'-biphenanthrene OC1=C(C=2C=C(C3=CC=CC=C3C2C=C1)C=1C2=CC=CC=C2C=2C=CC=CC2C1)O